3-cyclobutyl-4-methoxy-benzenethiol C1(CCC1)C=1C=C(C=CC1OC)S